N-(1-(3-chloro-phenyl)-2-hydroxy-ethyl)-1-(2-((2,3-dihydro-benzofuran-5-yl)amino)pyridin-4-yl)-1H-imidazole-4-carboxamide ClC=1C=C(C=CC1)C(CO)NC(=O)C=1N=CN(C1)C1=CC(=NC=C1)NC=1C=CC2=C(CCO2)C1